(R)-3-(2-chlorophenyl)-1-(4-fluorophenyl)-N-(3-methyl-1,1-dioxidotetrahydrothiophen-3-yl)-1H-pyrrolo[3,2-b]pyridine-6-carboxamide ClC1=C(C=CC=C1)C1=CN(C=2C1=NC=C(C2)C(=O)N[C@]2(CS(CC2)(=O)=O)C)C2=CC=C(C=C2)F